(rac)-7-benzyl 5-(tert-butyl) 2-(4-isopropylphenyl)-3,4,5a,6,8,9-hexahydro-2H-10-oxa-1,2,5,7-tetraazacycloocta[cd]indene-5,7-dicarboxylate C(C)(C)C1=CC=C(C=C1)N1N=C2C=3[C@@H](N(CCC13)C(=O)OC(C)(C)C)CN(CCO2)C(=O)OCC2=CC=CC=C2 |r|